4-(4-((5-methylpyrazin-2-yl)oxy)phenyl)piperidin-1-ium chloride [Cl-].CC=1N=CC(=NC1)OC1=CC=C(C=C1)C1CC[NH2+]CC1